2-[(2S)-1-[7-[[6-[2-[2-(3,3-dimethoxypropoxy)ethoxy]ethoxy]-3-pyridyl]methylamino]-3-ethyl-pyrazolo[1,5-a]pyrimidin-5-yl]-2-piperidyl]ethanol COC(CCOCCOCCOC1=CC=C(C=N1)CNC1=CC(=NC=2N1N=CC2CC)N2[C@@H](CCCC2)CCO)OC